N[C@H]([C@H](O)C1=CC=C(C=C1)S(=O)(=O)C)CO (1R,2S)-2-amino-1-(4-(methylsulfonyl)phenyl)propane-1,3-diol